FC(C1(CC1)C=O)(F)F 1-(trifluoromethyl)cyclopropane-1-carbaldehyde